6-((2R,3S)-2-amino-3-fluorobutyl)-2-chloro-N-(furan-2-ylmethyl)-7-methylpyrrolo[1,2-b]pyridazin-4-amine N[C@H](CC=1C=C2N(N=C(C=C2NCC=2OC=CC2)Cl)C1C)[C@H](C)F